N-(2-(dimethylamino)-2-(4-hydroxyphenyl)ethyl)-5-hydroxyisoindoline-2-carboxylic acid amide CN(C(CNC(=O)N1CC2=CC=C(C=C2C1)O)C1=CC=C(C=C1)O)C